(3S,7aS,11aR)-3-isopropyl-9-[[4-(trifluoromethyl)phenyl]methyl]-3,6,7,7a,10,11-hexahydro-2H-oxazolo[2,3-j][1,6]naphthyridine-5,8-dione C(C)(C)[C@H]1CO[C@@]23CCN(C([C@H]3CCC(N21)=O)=O)CC2=CC=C(C=C2)C(F)(F)F